4-(difluoromethyl)-6-(1H-imidazol-1-yl)-N-((1r,4r)-4-(2-methoxyethoxy)cyclohexyl)pyridinecarboxamide FC(C1=CC(=NC(=C1)N1C=NC=C1)C(=O)NC1CCC(CC1)OCCOC)F